4-(6-(5H-spiro[furo[3,4-b]pyridine-7,4'-piperidin]-1'-yl)pyridin-3-yl)-6-(1-(4-oxocyclohexyl)-1H-pyrazol-4-yl)pyrazolo[1,5-a]pyrazine-3-carbonitrile N1(CCC2(CC1)OCC=1C2=NC=CC1)C1=CC=C(C=N1)C=1C=2N(C=C(N1)C=1C=NN(C1)C1CCC(CC1)=O)N=CC2C#N